Methyl 5-(furan-2-yl)-2-methyl-2H-1,2,6-thiadiazine-3-carboxylate 1,1-dioxide O1C(=CC=C1)C=1C=C(N(S(N1)(=O)=O)C)C(=O)OC